2-(hydroxymethyl)cyclopropane OCC1CC1